C(C1=CC=CC=C1)OC(CN(C1CCN(CC1)C(=O)OC(C)(C)C)C(=O)OC(C)(C)C)=O Tert-Butyl 4-{[2-(benzyloxy)-2-oxoethyl] [(tert-butoxy)carbonyl]amino}piperidine-1-carboxylate